CN(C)C(=S)S[C@@H](C(=O)OCC)C1=CC=CC=C1 ethyl (R)-2-((dimethylaminothioformyl) thio)-2-phenylacetate